O1CCC(=CC1)C1=C(N)C(=CC=C1)F 2-(3,6-dihydro-2H-pyran-4-yl)-6-fluoroaniline